5,5-dimethyl-2-phenylhex-1-en-3-yne CC(C#CC(=C)C1=CC=CC=C1)(C)C